NC=1C(=CC(=C(C1)B1OC(C)(C)C(C)(C)O1)Cl)Cl (5-amino-2,4-dichlorophenyl)boronic acid pinacol ester